FC=1C=C2C(C(NC2=CC1)=O)=CC=1NC=2CC(CCC2C1C)CNC([C@H](C)NC)=O (2S)-N-[[2-[(5-fluoro-2-oxo-indol-3-ylidene)methyl]-3-methyl-4,5,6,7-tetrahydro-1H-indol-6-yl]methyl]-2-(methylamino)propionamide